6-[4-(Bromomethyl)phenyl]-2-methyl-3-(trifluoromethyl)pyridine BrCC1=CC=C(C=C1)C1=CC=C(C(=N1)C)C(F)(F)F